ethyl 3-(3-(4-(trifluoromethoxy)phenyl)-1H-pyrazolo[3,4-b]pyridin-1-yl)azetidine-1-carboxylate FC(OC1=CC=C(C=C1)C1=NN(C2=NC=CC=C21)C2CN(C2)C(=O)OCC)(F)F